(R)-11-(4-fluorophenyl)-3-methoxy-8-((s)-2-methylpiperazin-1-yl)-10-(trifluoromethyl)-3,4-dihydro-2H,6H-[1,4]thiazepino[2,3,4-ij]quinazolin-6-one FC1=CC=C(C=C1)C1=C(C=C2C(=NC(N3C2=C1SC[C@@H](C3)OC)=O)N3[C@H](CNCC3)C)C(F)(F)F